2,1,3-benzothiadiazole-4-carbaldehyde N=1SN=C2C1C=CC=C2C=O